3-chloro-5-(imidazo[1,2-a]pyridin-6-yl)-2-methylpyrazol ClC=1N(N=C(C1)C=1C=CC=2N(C1)C=CN2)C